6-((5,7-dihydro-6H-pyrrolo[3,4-b]pyridin-6-yl)methyl)-2-(3-(3-((4-methyl-4H-1,2,4-triazol-3-yl)methyl)oxetan-3-yl)phenyl)-4-(trifluoromethyl)isoindolin-1-one N1=C2C(=CC=C1)CN(C2)CC2=CC(=C1CN(C(C1=C2)=O)C2=CC(=CC=C2)C2(COC2)CC2=NN=CN2C)C(F)(F)F